C(C1=CC=CC=C1)OC[C@H](CCOC=1C=C(C=CC1)C1CCC(CC1)OC[C@]1(C[C@H](CC1)NS(=O)(=O)C)C(=O)OC)NC(=O)OC(C)(C)C methyl (1S,3S)-1-((((1R,4R)-4-(3-((S)-4-(benzyloxy)-3-((tert-butoxycarbonyl)amino)butoxy)phenyl)cyclohexyl)oxy)methyl)-3-(methylsulfonamido)cyclopentane-1-carboxylate